Cl.CN(CCCC(=O)O)C 4-(Dimethylamino)butanoic acid HCl